2-(2,6-dioxopiperidin-3-yl)-5-(3-(4'-fluoro-3,4,5,6-tetrahydro-[1,1'-biphenyl]-2-carbonyl)-3,6-diazabicyclo[3.1.1]heptane-6-carbonyl)isoindoline-1,3-dione O=C1NC(CCC1N1C(C2=CC=C(C=C2C1=O)C(=O)N1C2CN(CC1C2)C(=O)C2=C(CCCC2)C2=CC=C(C=C2)F)=O)=O